2,3-dimethyl-5-bromonitrobenzene CC1=C(C=C(C=C1C)Br)[N+](=O)[O-]